N[C@@H](C(=O)N1CCC(CC1)[C@H](C1=C(C=C(C(=C1)Cl)Cl)O)N)CC (R)-2-amino-1-(4-((R)-amino(4,5-dichloro-2-hydroxyphenyl)methyl)piperidin-1-yl)butan-1-one